5,6-dichloro-2-(4-fluorophenyl)-1H-benzo[d]imidazole-4,7-dione ClC=1C(C2=C(NC(=N2)C2=CC=C(C=C2)F)C(C1Cl)=O)=O